2-chloro-5-(1,3,4-oxadiazol-2-ylmethyl)pyrimidine ClC1=NC=C(C=N1)CC=1OC=NN1